(S)-4-((1-(4-chloro-1-oxo-2-phenyl-1,2-dihydroisoquinolin-3-yl)ethyl)amino)-8-(2-methoxypyridin-4-yl)pyrido[2,3-d]pyrimidin-5(8H)-one ClC1=C(N(C(C2=CC=CC=C12)=O)C1=CC=CC=C1)[C@H](C)NC=1C2=C(N=CN1)N(C=CC2=O)C2=CC(=NC=C2)OC